(4-(tert-butyl)phenyl)-6-chloro-1-ethoxyisoquinoline C(C)(C)(C)C1=CC=C(C=C1)C=1N=C(C2=CC=C(C=C2C1)Cl)OCC